NC1=C2N=CN(C2=NC=N1)C[C@@H](C)OCP(OCCSCCCCCCCCCCCC[Si](C)(C)C1C2CCC(C1)C2)(O)=O 2-((12-(bicyclo[2.2.1]heptan-2-yldimethylsilyl)dodecyl)thio)ethyl hydrogen ((((R)-1-(6-amino-9H-purin-9-yl)propan-2-yl)oxy)methyl)phosphonate